ClC=1C=C(CC2(COCC2)NC[C@H](COC2=CC=C(C=C2)N(S(=O)(=O)C)C)O)C=CC1 N-(4-((2R)-3-((3-(3-chlorobenzyl)tetra-hydrofuran-3-yl)amino)-2-hydroxypropoxy)phenyl)-N-methylmethanesulfonamide